C1(=CC=CC=C1C1=CC=CC=C1)C1C(CC2=CC=3CC=CC3C=C12)(C)C 6,6'-biphenylyl-(2,2'-dimethyl-1,2,3,5-tetrahydro-s-indacene)